Tert-butyl 4-(4-(N-methylaminosulfonyl) phenyl)-3,6-dihydropyridine-1(2H)-carboxylate CNS(=O)(=O)C1=CC=C(C=C1)C=1CCN(CC1)C(=O)OC(C)(C)C